FC1=C(C(=O)NC=2C=CC=3N(C2)C=C(N3)[C@@H]3N(CCC3)C)C=CC(=C1)C1=C(N=CS1)C |o1:15| rel-2-fluoro-4-(4-methyl-1,3-thiazol-5-yl)-N-{2-[(2R)-1-methylpyrrolidin-2-yl]imidazo[1,2-a]pyridin-6-yl}benzamide